OCCN1C(=CC2=CC=CC=C12)C1=NC2=C(N1C)C(=CC(=C2)C(=O)N2C[C@@H](CCC2)NC(OC(C)(C)C)=O)OC (R)-tert-butyl (1-(2-(1-(2-hydroxyethyl)-1H-indol-2-yl)-7-methoxy-1-methyl-1H-benzo[d]imidazole-5-carbonyl)piperidin-3-yl)carbamate